FC1(CC2CCCN2C1)F 2,2-difluoro-tetrahydro-1H-pyrrolizine